BrC1=C(C=C(C=C1)C(C(F)(F)F)N(C(=O)C1CCS(CC1)(=O)=O)C)F N-(1-(4-bromo-3-fluorophenyl)-2,2,2-trifluoroethyl)-N-methyltetrahydro-2H-thiopyran-4-carboxamide 1,1-dioxide